8-tert-Butyl-12,12-dimethyl-2λ6-thia-3,9,11,18,21,23-hexaazatetracyclo[17.3.1.111,14.05,10]tetracosa-1(22),5,7,9,19(23),20-hexaene-2,2,4-trione C(C)(C)(C)C1=CC=C2C(NS(C3=CN=CC(NCCCC4CC(N(C2=N1)C4)(C)C)=N3)(=O)=O)=O